C(C)(C)(C)OC(=O)NCCCN1N=C(C(=C1)C(=O)O)NS(=O)(=O)C 1-(3-((tert-butoxycarbonyl)amino)propyl)-3-(methylsulfonamido)-1H-pyrazole-4-carboxylic acid